O=C1C(CCC1)CC1=CC=C(C=C1)C(C)C 2-[4-(2-oxocyclopentane-1-ylmethyl)phenyl]propane